1-((3-chloro-1-(2-(dimethylamino)-2-methylpropyl)-1H-pyrrolo[2,3-b]pyridin-4-yl)methyl)-3-(4-methoxy-3-(pentyloxy)phenyl)tetrahydropyrimidin-2(1H)-one ClC1=CN(C2=NC=CC(=C21)CN2C(N(CCC2)C2=CC(=C(C=C2)OC)OCCCCC)=O)CC(C)(C)N(C)C